C[C@@H]1CN(C[C@@H](O1)C)C1=CC=C(N=N1)NC1=C2C(=NC(=C1)OC=1C(=CC(=NC1)C#N)C)N(C=N2)C |r| (±)-5-{7-[6-((2R,6S)-2,6-Dimethyl-morpholin-4-yl)-pyridazin-3-ylamino]-3-methyl-3H-imidazo[4,5-b]pyridin-5-yloxy}-4-methyl-pyridine-2-carbonitrile